(±)-Trans-Ethyl 3-((5-(5-((((cyclobutylmethyl)(methyl)carbamoyl)oxy)methyl)-1-methyl-1H-pyrazol-4-yl)-3-methylpyrazin-2-yl)oxy)cyclopentane-1-carboxylate C1(CCC1)CN(C(=O)OCC1=C(C=NN1C)C=1N=C(C(=NC1)O[C@@H]1C[C@H](CC1)C(=O)OCC)C)C |r|